2-(5-methyl-1H-imidazol-4-yl)ethyl acetate C(C)(=O)OCCC=1N=CNC1C